C(C)(C)(C)OC(=O)NC=1C=C(C=NC1C(=O)OC)[C@@H]1N(CCN(C1)CC(F)F)CC1=C2C=CN(C2=C(C=C1OC)C)C(=O)OC(C)(C)C tert-butyl 4-(((2S)-2-(5-((tert-butoxycarbonyl)amino)-6-(methoxycarbonyl)pyridin-3-yl)4-(2,2-difluoroethyl)piperazin-1-yl)methyl)5-methoxy-7-methylindole-1-carboxylate